acetamide hydrochloric acid salt Cl.C(C)(=O)N